OCC1(CC1)CN1CCC(CC1)CCC(=O)OCC ethyl 3-(1-((1-(hydroxymethyl)cyclopropyl)methyl)piperidin-4-yl)propanoate